3-(5-(3-(4-(((5-fluoro-4-oxo-2-(((tetrahydro-2H-pyran-4-yl)thio)methyl)-3,4-dihydroquinazolin-7-yl)oxy)methyl)piperidin-1-yl)prop-1-yn-1-yl)-1-oxoisoindolin-2-yl)piperidine-2,6-dione FC1=C2C(NC(=NC2=CC(=C1)OCC1CCN(CC1)CC#CC=1C=C2CN(C(C2=CC1)=O)C1C(NC(CC1)=O)=O)CSC1CCOCC1)=O